CCO[Si](OC)(OC)CCC methylpropyltrimethoxysilane